FC=1C(=C(C=CC1F)[C@@H]1[C@H](O[C@]([C@H]1C)(C(F)(F)F)C)C(=O)NC1=CC([N+](C=C1)=O)C(=O)N)O 4-[[(2S,3R,4S,5R)-3-(3,4-difluoro-2-hydroxy-phenyl)-4,5-dimethyl-5-(trifluoromethyl)tetrahydrofuran-2-carbonyl]amino]-1-oxo-pyridin-1-ium-2-carboxamide